(2R,3S)-3-((4-chloro-2-(6-chloro-3-methoxyquinolin-8-yl)-5-fluorobenzo[d]thiazol-6-yl)oxy)butan-2-yl (6-methoxypyridin-3-yl)carbamate COC1=CC=C(C=N1)NC(O[C@H](C)[C@H](C)OC1=CC2=C(N=C(S2)C=2C=C(C=C3C=C(C=NC23)OC)Cl)C(=C1F)Cl)=O